6-(2-chloro-6-fluorophenyl)-4-((4-(morpholine-4-carbonyl)phenyl)amino)pyridazine-3-carboxamide hydrochloride Cl.ClC1=C(C(=CC=C1)F)C1=CC(=C(N=N1)C(=O)N)NC1=CC=C(C=C1)C(=O)N1CCOCC1